The molecule is a hydracid. It is a conjugate acid of a tellurocyanate. It is a tautomer of a tellurocyanic acid. C(=N)=[Te]